S1C(=CC=C1)[C-]1C=CC=C1.[C-]1(C=CC=C1)C=1SC=CC1.[Fe+2] 1,1'-bis(thienyl)ferrocene